[N+](=O)([O-])C1=CC=C(C=C1)N1[C@@H]2CN([C@H](C1)C2)C(=O)OC(C)(C)C (1S,4S)-tert-butyl 5-(4-nitrophenyl)-2,5-diazabicyclo[2.2.1]heptane-2-carboxylate